ClC=1C=CC(=C(C1)[C@H](CCN(C(C(=O)OCC)C1=C(C(=CC=C1)C)C1CCC(CC1)OC(F)(F)F)C)CCN1CCCCC1)OC ethyl 2-(((S)-3-(5-chloro-2-methoxyphenyl)-5-(piperidin-1-yl)pentyl)-(methyl)amino)-2-(3-methyl-2-((1r,4S)-4-(trifluoromethoxy)cyclohexyl)phenyl)acetate